7-bromo-6-methoxy-10-(pyridin-2-yl)-9,10-dihydro-8-oxa-2,4,10a-triazanaphtho[2,1,8-cde]azulen-1(2H)-one BrC1=C(C=C2N=CC=3NC(N4C(COC1=C2C34)C3=NC=CC=C3)=O)OC